tin-copper oxide [Cu]=O.[Sn]